COC(=O)C1=C(C=NC=C1)NCC1CCCC2=CC(=CC=C12)N1CCCC2=CC=CC=C12 3-({[6-(1,2,3,4-tetrahydroquinolin-1-yl)-1,2,3,4-tetrahydronaphthalen-1-yl]methyl}amino)pyridine-4-carboxylic acid methyl ester